(1-(5-aminopyridin-2-yl)piperidin-4-yl)methanol NC=1C=CC(=NC1)N1CCC(CC1)CO